NCCCN1C2=C(N(C(C3=C1C=CC=C3)=O)CCCO)C=CC(=C2)Cl 5-(3-aminopropyl)-7-chloro-10-(3-hydroxypropyl)-5,10-dihydro-11H-dibenzo[b,e][1,4]diazepin-11-one